BrC=1C(=NC(=NC1)NC1=CC(=C(C=C1)OC)OCCN1CCCC1)NC1=CC=C(C=C1)F 5-bromo-N4-(4-fluorophenyl)-N2-(4-methoxy-3-(2-(pyrrolidin-1-yl)ethoxy)phenyl)pyrimidine-2,4-diamine